C(C)(C)C1=CC(=CC=C1)C(=C)C 1-isopropyl-3-(prop-1-en-2-yl)benzene